3-{3,5-difluoro-4-[(1r,3r)-2-(2-fluoro-2-methyl-propyl)-3-methyl-2,3,4,9-tetrahydro-1H-β-carbolin-1-yl]-phenoxy}-azetidine-1-carboxylic acid tert-butyl ester C(C)(C)(C)OC(=O)N1CC(C1)OC1=CC(=C(C(=C1)F)[C@H]1N([C@@H](CC=2C3=CC=CC=C3NC12)C)CC(C)(C)F)F